2-(4-(trifluoromethyl)phenyl)cyclopropanecarboxylic acid FC(C1=CC=C(C=C1)C1C(C1)C(=O)O)(F)F